C1(CCC1)CNC=1N=CC2=C(N(C(C=3C=CC=CC23)=O)[C@@H]2CC[C@H](CC2)O)N1 trans-3-((Cyclobutylmethyl)amino)-5-(4-hydroxycyclohexyl)pyrimido[4,5-c]isoquinolin-6(5H)-one